[Si](C)(C)(C(C)(C)C)O[C@H]1[C@H]([C@@H](O[C@@H]1CO)N1C=NC=2C(=O)N(C=NC12)CCOCNC(CNC(=O)OCC[Si](C)(C)C)=O)OP(=O)O 3'-O-[tert-butyl(dimethyl)silyl]-2'-O-[hydroxy(oxo)-λ5-phosphanyl]-1-(2-{[(N-{[2-(trimethylsilyl)ethoxy]carbonyl}glycyl)amino]methoxy}ethyl)inosine